FC(CO)(CNC1=NC=NC2=C(C=C(C=C12)C1=CC=C(C=C1)F)OC)F 2,2-Difluoro-3-[[6-(4-fluorophenyl)-8-methoxy-quinazolin-4-yl]amino]propan-1-ol